7-amino-8-methylacenaphthylen-1(2H)-one NC=1C=C2C=CC=C3CC(C(C1C)=C32)=O